2-amino-2-methyl-N-(2-(4-methylpiperazin-1-yl)ethyl)propanamide NC(C(=O)NCCN1CCN(CC1)C)(C)C